C(CC)C1=C(C=CC=C1)C1=C(C(=C(C(=C1C1CCCCC1)F)F)F)C1CCCCC1 propyl-dicyclohexyl-3,4,5-trifluoro-biphenyl